BrC=1C=C2C(OCC=3N=C(SC3C=3C=CC(=C(NS(C(C1OC)=C2)(=O)=O)C3)Cl)C(F)(F)F)=O 12-bromo-18-chloro-13-methoxy-15,15-dioxo-4-(trifluoromethyl)-8-oxa-3,15λ6-dithia-5,16-diazatetracyclo[15.3.1.110,14.02,6]docosa-1(21),2(6),4,10,12,14(22),17,19-octaen-9-one